C(CC=CCC)OC(C=CCCC)=O 2-Hexenoic acid 3-Hexenyl ester